N,N'-bis(2,3-diacetoxypropyl)-5-acetamido-2,4,6-triiodoisophthalamide C(C)(=O)OC(CNC(C1=C(C(C(=O)NCC(COC(C)=O)OC(C)=O)=C(C(=C1I)NC(C)=O)I)I)=O)COC(C)=O